ClC1=CC=C(C=C1)[C@]1(CC[C@H]2N(CCN(C2)C(=O)C2=C(C(=CC=C2)N2CCC23COC3)Cl)C1)O [(7S,9aR)-7-(4-chlorophenyl)-7-hydroxy-3,4,6,8,9,9a-hexahydro-1H-pyrido[1,2-a]pyrazin-2-yl]-[2-chloro-3-(6-oxa-1-azaspiro[3.3]heptan-1-yl)phenyl]methanone